OCCC(C)C (2R)-1-hydroxy-3-methylbutan